The molecule is a (5Z,11Z,14Z)-8,9-dihydroxyicosatrienoate obtained by deprotonation of the carboxy group of (5Z,8S,9S,11Z,14Z)-8,9-dihydroxyicosatrienoic acid; major species at pH 7.3. It is a conjugate base of a (5Z,8S,9S,11Z,14Z)-8,9-dihydroxyicosatrienoic acid. It is an enantiomer of a (5Z,8R,9R,11Z,14Z)-8,9-dihydroxyicosatrienoate. CCCCC/C=C\\C/C=C\\C[C@@H]([C@H](C/C=C\\CCCC(=O)[O-])O)O